FC=1C(=NN(C1)C(C)C)[S@@](=O)(N)=NC(NC1=C2C(=NC3=C1CCC3)C3(CC2)CC3)=O (R)-4-Fluoro-1-isopropyl-N'-((1',5',6',7'-tetrahydro-2'H-spiro[cyclopropane-1,3'-dicyclopenta[b,e]pyridin]-8'-yl)carbamoyl)-1H-pyrazole-3-sulfonimidamide